C(C)(C)OCCN1C(=NC=C1)C=1N=C(C2=C(N1)C(=CS2)C2=NC=CC=C2)O 2-(1-(2-Isopropoxyethyl)-1H-imidazol-2-yl)-7-(pyridin-2-yl)thieno[3,2-d]pyrimidin-4-ol